ClC1=CC=2C(C=3N(C2C=C1)C(C1=C(N3)C=NC=C1)=O)=NNC(N)=S 2-(9-Chloro-5-oxopyrido[3',4':4,5]pyrimido[1,2-a]indol-11(5H)-yliden)hydrazin-1-carbothioamid